C(=O)(OC(C)(C)C)NNC(C(=O)O)(C(C)C1=CC(=C(C=C1)OC)OC)C 2-(2-Boc-hydrazino)-3-(3,4-dimethoxyphenyl)-2-methylbutanoic acid